C1(CC1)NC(CC1N(C(CC1)=O)CC1=CC=C(C=C1)C)=O N-Cyclopropyl-2-[1-[(4-methylphenyl)methyl]-5-oxopyrrolidin-2-yl]acetamid